4-amino-2,6-di(dimethylaminomethyl)phenol NC1=CC(=C(C(=C1)CN(C)C)O)CN(C)C